BrC1=CC2=C(N=C(O2)C(=O)OC)C=C1OC Methyl 6-bromo-5-methoxybenzo[d]oxazole-2-carboxylate